[Ca+2].OC(CC(=O)[O-])(C)C.OC(CC(=O)[O-])(C)C beta-hydroxy-beta-methylbutyrate calcium salt